3-(4-((5-methyl-4-((3,4-dimethoxybenzylidene)amino)-4H-1,2,4-triazol-3-yl)thio)butoxy)-5,7-dimethoxy-2-(3,4,5-trimethoxyphenyl)-4H-chromen-4-one CC=1N(C(=NN1)SCCCCOC1=C(OC2=CC(=CC(=C2C1=O)OC)OC)C1=CC(=C(C(=C1)OC)OC)OC)N=CC1=CC(=C(C=C1)OC)OC